diphenyl-bis(methoxymethyl)silane C1(=CC=CC=C1)[Si](COC)(COC)C1=CC=CC=C1